N[C@@H](COC(C(F)(F)F)(C)C)C1=NC2=C(N1)C=CC(=C2)[C@@H](COC)N2C(NC(C2([2H])[2H])C(F)(F)F)=O |o1:1| 1-((S)-1-(2-((R*)-1-Amino-2-((1,1,1-trifluoro-2-methylpropan-2-yl)oxy)ethyl)-1H-benzo[d]imidazol-5-yl)-2-methoxyethyl)-4-(trifluoromethyl)imidazolidin-2-one-5,5-d2